3'-Cyano-2'-methyl-2-(methyl-d3)-[1,1'-biphenyl]-4-carboxylic acid C(#N)C=1C(=C(C=CC1)C1=C(C=C(C=C1)C(=O)O)C([2H])([2H])[2H])C